C1(CC1)C1=CC(=CC=2N1N=C(C2)C2=C(C=C(C=C2)N2C[C@H](CC2)C(=O)OC)F)C(=O)N2[C@@H](C1=CC=CC=C1CC2)C Methyl (3S)-1-(4-{7-cyclopropyl-5-[(1R)-1-methyl-1,2,3,4-tetrahydroisoquinoline-2-carbonyl]pyrazolo[1,5-a]pyridin-2-yl}-3-fluorophenyl)pyrrolidine-3-carboxylate